C[N+](CCCS(=O)(=O)O)(C)CCCCCCCCCCCCCCCCCC N,N-dimethyl-N-(3-sulfopropyl)-1-octadecylammonium